C(=CCCCC)N (hexenyl)amine